(R)-1-(1-acryloylpyrrolidin-3-yl)-3-(4-(benzyloxy)-3-fluorophenyl)-1,3-dihydro-2H-imidazo[4,5-c]pyridin-2-one C(C=C)(=O)N1C[C@@H](CC1)N1C(N(C=2C=NC=CC21)C2=CC(=C(C=C2)OCC2=CC=CC=C2)F)=O